2-[[6-[5-chloro-3-[1-[3-(trifluoromethyl)cyclobutyl]pyrazol-4-yl]quinoxalin-6-yl]oxy-2-methyl-benzimidazol-1-yl]methoxy]ethyl-trimethyl-silane ClC1=C2N=C(C=NC2=CC=C1OC=1C=CC2=C(N(C(=N2)C)COCC[Si](C)(C)C)C1)C=1C=NN(C1)C1CC(C1)C(F)(F)F